3,4-dibromotoluene BrC=1C=C(C)C=CC1Br